2-(methacryloyloxy)-N,N,N-trimethyl-ethanaminium chloride [Cl-].C(C(=C)C)(=O)OCC[N+](C)(C)C